para-vinyltoluene C(=C)C1=CC=C(C)C=C1